C(CCCCCCCCCCCCCCC(C)C)(=O)OC(CCCCC)CCCCC undecan-6-yl isostearate